BrC1=CC2=C(N=C(O2)N)C=C1 6-bromobenzo[d]oxazol-2-amine